C1(=CC=CC=C1)CC(=O)OC[C@H]1O[C@@]([C@@H]2OC([C@H](CCCCCC[C@@H](C(O[C@@H]21)=O)N)N)=O)(C#N)C2=CC=C1C(=NC=NN12)N ((3S,10S,12aR,13R,15R,15aR)-3,10-diamino-15-(4-aminopyrrolo[2,1-f][1,2,4]triazin-7-yl)-15-cyano-2,11-dioxotetradecahydrofuro[3,4-b][1,4]dioxacyclotetradecin-13-yl)methyl 2-phenylacetate